3-(5-(3-bromo-5-fluoro-2-hydroxyphenyl)-2-methylpyridin-3-yl)-3,8-diazabicyclo[3.2.1]octane-8-carboxylic acid tert-butyl ester C(C)(C)(C)OC(=O)N1C2CN(CC1CC2)C=2C(=NC=C(C2)C2=C(C(=CC(=C2)F)Br)O)C